ClC1=C(C=CC=C1)C(C(=O)NC=1C=C(C=C(C1)C(F)(F)F)NC(=O)[N-]C1=C[N+](=NO1)C1CCC(CC1)CN(C)C)C ((3-(2-(2-Chlorophenyl)propanamido)-5-(trifluoromethyl)phenyl)carbamoyl)(3-((1R,4R)-4-((dimethylamino)methyl)cyclohexyl)-1,2,3-oxadiazol-3-ium-5-yl)amide